NC1=CC(=C(C=C1OCC1CC1)N1CCC(CC1)N1CCN(CC1)C(=O)OC(C)(C)C)C=1C=NN(C1)C tert-butyl 4-(1-(4-amino-5-cyclopropylmethoxy-2-(1-methyl-1H-pyrazol-4-yl)phenyl)piperidin-4-yl)piperazine-1-carboxylate